CN(C)C1=CC=C(OC2=C(C(C#N)=CC=C2)C#N)C=C1N(C)C (4,5-bis(N,N-dimethylamino)-phenoxy)phthalonitrile